P(=O)(O)(O)O[C@H]1[C@H]([C@@H](O[C@@H]1CO)N1C=NC=2C(O)=NC=NC12)OC 2'-O-methylinosine-3'-phosphate